C(C)(=O)OC1=C(C(C(OC1(C)C)(C)C)=O)C=1C=C(C=CC1C1CC1)C1=C(C=C(C=C1)Cl)F 5-(Acetyloxy)-4-(4'-chloro-4-cyclopropyl-2'-fluoro[1,1'-biphenyl]-3-yl)-3,6-dihydro-2,2,6,6-tetra-methyl-2H-pyran-3-one